NC=1N=C(SC1C(=O)C=1C=NC(=CC1)OC(F)F)N(C1=CC=C(C=C1)F)[C@@H](C(=O)N)C (R)-2-(N-[4-amino-5-[6-(difluoromethoxy)pyridine-3-carbonyl]thiazol-2-yl]-4-fluoro-anilino)propanamide